N-isopropyl-3-(2-(4-((2-methoxyethoxy)methoxy)-3-(methylsulfonamido)phenyl)-1-oxo-1,2,3,4-tetrahydroisoquinolin-6-yl)-5-(trifluoromethyl)benzamide C(C)(C)NC(C1=CC(=CC(=C1)C(F)(F)F)C=1C=C2CCN(C(C2=CC1)=O)C1=CC(=C(C=C1)OCOCCOC)NS(=O)(=O)C)=O